ClC=1N=CC2=C(N1)N(C=C2F)C2=CC=C1C(=N2)[C@@](CC1)(O)CC (R)-2-(2-chloro-5-fluoro-7H-pyrrolo[2,3-d]pyrimidin-7-yl)-7-ethyl-6,7-dihydro-5H-Cyclopent[b]pyridin-7-ol